N=1C(CC=C2C=CC=CC12)=O quinolin-2(3H)-one